ClC1=C(C=CC(=C1)F)C1=CC(OC2=CC(=CC=C12)O[C@@H](C(=O)N1CCS(CC1)(=O)=O)C)=O (R)-4-(2-chloro-4-fluorophenyl)-7-((1-(1,1-dioxidothiomorpholino)-1-oxopropan-2-yl)oxy)-2H-chromen-2-one